ClC1=NC(=C(C(=N1)N)C(F)(F)F)C 2-chloro-6-methyl-5-(trifluoromethyl)pyrimidin-4-amine